C12CC3CC(CC(C1)C3)C2 (3R,5S)-adamantan